NN1C(OC(C1=O)(C1=CC=C(C=C1)OC1=CC=CC=C1)C)=O 3-amino-5-methyl-5-(4-phenoxyphenyl)oxazolidine-2,4-dione